(8-((2-amino-3-chloropyridin-4-yl)thio)imidazo[1,2-c]pyrimidin-5-yl)-8-azaspiro[4.5]decan-1-amine NC1=NC=CC(=C1Cl)SC=1C=2N(C(=NC1)C1(CCCC13CCNCC3)N)C=CN2